ClC1=C(C=C(C=C1)F)C1N(C(C2=NC(=CC(=C21)NC(C2=CC(=CC(=C2)C(F)(F)F)F)=O)N2CC(C2)(F)F)=O)CC2=C(C=C(C=C2)OC)OC N-(5-(2-chloro-5-fluorophenyl)-2-(3,3-difluoroazetidin-1-yl)-6-(2,4-dimethoxybenzyl)-7-oxo-6,7-dihydro-5H-pyrrolo[3,4-b]pyridin-4-yl)-3-fluoro-5-(trifluoromethyl)benzamide